8-(((2-amino-3-chloropyridin-4-yl)thio)-7-chloroimidazo[1,2-c]pyrimidin-5-yl)-2-(2-chloropyridin-4-yl)-2,8-diazaspiro[4.5]decan-4-amine NC1=NC=CC(=C1Cl)SC=1N=C2N(C(=NC(=C2)Cl)N2CCC3(C(CN(C3)C3=CC(=NC=C3)Cl)N)CC2)C1